C(C)(C)(C)OC(=O)N1CC2(C1)OC[C@H](C2)N2CCC(CC2)C2=C(C=CC(=C2)F)C=2COCC2 (S)-7-(4-(2-(2,5-dihydrofuran-3-yl)-5-fluorophenyl)piperidin-1-yl)-5-oxa-2-azaspiro[3.4]octane-2-carboxylic acid tert-butyl ester